C(C)(C)(C)OC(=O)N1C(COCC1)C1=C(C=CC(=C1)Cl)C=O (5-chloro-2-formylphenyl)morpholine-4-carboxylic acid tert-butyl ester